(R)-4-((1s,4S)-4-(1-isopropyl-3-(6-(trifluoromethyl)pyridin-2-yl)-1H-1,2,4-triazol-5-yl)cyclohexyl)-3-methylmorpholine C(C)(C)N1N=C(N=C1C1CCC(CC1)N1[C@@H](COCC1)C)C1=NC(=CC=C1)C(F)(F)F